1-(4-(3-Aminobenzo[d]isoxazol-4-yl)phenyl)-3-(3-(trifluoromethyl)phenyl)urea NC1=NOC2=C1C(=CC=C2)C2=CC=C(C=C2)NC(=O)NC2=CC(=CC=C2)C(F)(F)F